bis(4-ethoxyphenyl)phosphine C(C)OC1=CC=C(C=C1)PC1=CC=C(C=C1)OCC